CC1N(CCCC1)C=1C2=C(N=CN1)NC=C2 methyl-(7H-pyrrolo[2,3-d]pyrimidin-4-yl)-piperidine